FC=1C=2N(C=C(C1)NC(=O)C=1C=CC(=C3N=C(C(=NC13)C)C)N1C[C@H](N([C@H](C1)C)C(=O)OC(C)(C)C)C)C=C(N2)C cis-tert-butyl (2R,6S)-4-[8-({8-fluoro-2-methylimidazo[1,2-a]pyridin-6-yl}carbamoyl)-2,3-dimethylquinoxalin-5-yl]-2,6-dimethylpiperazine-1-carboxylate